3-chloro-2-((5-(2,2-dimethoxyethoxy)pentyl)oxy)-5-(2-(4-hydroxyphenyl)propan-2-yl)benzonitrile ClC=1C(=C(C#N)C=C(C1)C(C)(C)C1=CC=C(C=C1)O)OCCCCCOCC(OC)OC